{[(1R)-1-(6-chloropyridin-3-yl)ethyl](methyl)oxy-λ4-sulfanylidene}cyanamide ClC1=CC=C(C=N1)[C@@H](C)S(OC)=NC#N